Diphenyl-(phenyl-(3-phenyl-1H-indolyl)methyl)phosphine oxide C1(=CC=CC=C1)P(C(N1C=C(C2=CC=CC=C12)C1=CC=CC=C1)C1=CC=CC=C1)(C1=CC=CC=C1)=O